2,6-difluoro-4-[(5R)-5-(triazol-1-ylmethyl)-4,5-dihydroisoxazol-3-yl]Benzene FC1=CC(=CC(=C1)C1=NO[C@H](C1)CN1N=NC=C1)F